1-(3-(4-chloro-3,5-dimethylphenoxy)propyl)-4-((thiophen-3-ylmethyl)(m-tolyl)amino)-1H-pyrrole-2-carboxylic acid ClC1=C(C=C(OCCCN2C(=CC(=C2)N(C=2C=C(C=CC2)C)CC2=CSC=C2)C(=O)O)C=C1C)C